2-amino-1-(4-(7-(2-amino-7-fluorobenzo[d]thiazol-4-yl)-8-fluoro-6-(furan-3-yl)-2-(((S)-1-methylpyrrolidin-2-yl)methoxy)quinazolin-4-yl)piperazin-1-yl)ethan-1-one NCC(=O)N1CCN(CC1)C1=NC(=NC2=C(C(=C(C=C12)C1=COC=C1)C1=CC=C(C2=C1N=C(S2)N)F)F)OC[C@H]2N(CCC2)C